di(dioctyl-phosphoryl)ethylene C(CCCCCCC)P(=O)(CCCCCCCC)C=CP(=O)(CCCCCCCC)CCCCCCCC